trimethyl-pyrazine CC=1N=C(C(=NC1)C)C